C(C)C=1C(NC=2C=C(C=NC2C1)C(=O)N1CC2(CN(C2)C=2C=CC(=NC2)C(=O)NC)C1)=O 5-(6-(7-ethyl-6-oxo-5,6-dihydro-1,5-naphthyridine-3-carbonyl)-2,6-diazaspiro[3.3]heptan-2-yl)-N-methylpicolinamide